tert-butyl (S)-4-(1-((5-methoxy-2-methyl-[1,2,4]triazolo[1,5-a]pyrimidin-6-yl)carbamoyl)-2,3-dihydro-1H-pyrrolo[2,3-b]pyridin-4-yl)-2-methylpiperazine-1-carboxylate COC1=NC=2N(C=C1NC(=O)N1CCC=3C1=NC=CC3N3C[C@@H](N(CC3)C(=O)OC(C)(C)C)C)N=C(N2)C